[rac-(5S,7S)-7-fluoro-5-phenyl-6,7-dihydro-5H-pyrrolo[1,2-b][1,2,4]triazol-2-yl]-[rac-(3S)-tetrahydrofuran-3-yl]methanone F[C@H]1C[C@H](N2N=C(N=C21)C(=O)[C@@H]2COCC2)C2=CC=CC=C2 |r|